N,N'-(1,4-phenylene)bis(4-methylpentane-2-imine) C1(=CC=C(C=C1)N=C(C)CC(C)C)N=C(C)CC(C)C